3-[[5-(6-Methyl-2-pyridinyl)-4-(6-Methyl-pyridinyl)-4-(6-quinoxalinyl)-1H-imidazol-yl]Methyl]-benzamide CC1=CC=CC(=N1)C1C(N=CN1CC=1C=C(C(=O)N)C=CC1)(C=1C=C2N=CC=NC2=CC1)C1=NC(=CC=C1)C